BrC=1C=C(CN2[C@H](C[C@H](C2)O)C(=O)N[C@@H](C)C2=CC=C(C(=O)OC)C=C2)C=CC1 methyl 4-((S)-1-((2R,4R)-1-(3-bromobenzyl)-4-hydroxypyrrolidine-2-carboxamido)ethyl)benzoate